5-(1-Acetylpiperidin-4-yl)-2-({6-[(1,3-benzothiazol-2-yl)amino]-5-methylpyridazin-3-yl}(methyl)amino)-1,3-thiazole-4-carboxylic acid C(C)(=O)N1CCC(CC1)C1=C(N=C(S1)N(C)C=1N=NC(=C(C1)C)NC=1SC2=C(N1)C=CC=C2)C(=O)O